8-(3-azabicyclo[3.1.0]hexan-3-yl)-3,4-dimethylpyrimido[4',5':4,5]thieno[2,3-c]pyridazine C12CN(CC2C1)C1=NC=NC2=C1SC=1N=NC(=C(C12)C)C